C(C)(=O)N1C(C(C2=CC=CC=C12)=O)=CC1=CC(=C(C=C1)/C=C/S(=O)(=O)N)OC (1E)-2-(4-((1-acetyl-3-oxoindolin-2-ylidene)methyl)-2-methoxyphenyl)ethene-1-sulfonamide